C(C)N[C@@H]([C@H](C)CC)C(=O)O ethyl-L-allo-isoleucine